L-mannosamine OC1[C@H](N)[C@H](O)[C@@H](O)[C@@H](O1)CO